ClC1=C(C=C(C=C1)C=1C=C2CC(C(C2=CC1)NC(O[C@@H]1CN2CCC1CC2)=O)(C)C)F (S)-quinuclidin-3-yl (5-(4-chloro-3-fluorophenyl)-2,2-dimethyl-2,3-dihydro-1H-inden-1-yl)carbamat